FC1=C(C=C(C=C1)F)C1=NC=NC(=C1NC(=O)C1=CC(=NO1)OCC(C)(F)F)C1OCC(CC1)(F)F N-(4-(2,5-difluorophenyl)-6-(5,5-difluorotetrahydro-2H-pyran-2-yl)pyrimidin-5-yl)-3-(2,2-difluoropropoxy)isoxazole-5-carboxamide